tert-butyl 2-phenylacrylate C1(=CC=CC=C1)C(C(=O)OC(C)(C)C)=C